CC1=NOC(=C1C1=CC=C2C=3N([C@H](COC31)C=3C=NC=CC3)C(=N2)N2C[C@@H](CC2)O)C (3R)-1-[(4S)-7-(3,5-Dimethylisoxazol-4-yl)-4-pyridin-3-yl-4,5-dihydroimidazo[1,5,4-de][1,4]benzoxazin-2-yl]pyrrolidin-3-ol